C(=O)=C([C@H](CC1=CC=CC=C1)NC(=O)C=1C=C2C=CNC2=CC1)N[C@H](C=C=O)C[C@H]1C(NCC1)=C=O N-{(S)-1-carbonyl-1-{{(S)-1-carbonyl-3-[(S)-2-carbonylpyrrolidin-3-yl]propan-2-yl}amino}-3-phenylpropan-2-yl}-1H-indole-5-carboxamide